16-Hydroxyhexacosanoic acid OC(CCCCCCCCCCCCCCC(=O)O)CCCCCCCCCC